N,N,N'-tridodecyl-urea C(CCCCCCCCCCC)N(C(=O)NCCCCCCCCCCCC)CCCCCCCCCCCC